6-chloro-3-(2,3-dichlorophenyl)pyrazin ClC1=CN=C(C=N1)C1=C(C(=CC=C1)Cl)Cl